propyl-2-methyl-3-ethylimidazole C(CC)C=1N(C(=NC1)C)CC